2-((1r,2s)-1-(2,6-dicyanophenyl)-1-(1-methyl-1H-pyrazol-4-yl)propan-2-yl)-5-hydroxy-N-(isoxazol-4-yl)-1-methyl-6-oxo-1,6-dihydropyrimidine-4-carboxamide C(#N)C1=C(C(=CC=C1)C#N)[C@@H]([C@H](C)C=1N(C(C(=C(N1)C(=O)NC=1C=NOC1)O)=O)C)C=1C=NN(C1)C